NC(C(=O)ON1C(CCC1=O)=O)CCC(=O)ON1C(CCC1=O)=O (disuccinimidyl) aminoglutarate